8-fluoro-7-(hydroxymethyl)-3-methyl-5-(prop-1-yn-1-yl)-1,2-dihydroquinoxalin-2-one FC=1C(=CC(=C2N=C(C(NC12)=O)C)C#CC)CO